NCCCNCCCCNCCCN N,N'-bis(3-aminopropyl)tetramethylenediamine